CC=1C=C(C=CC1C)C=CCCC=O 5-(3,4-dimethylphenyl)pent-4-enal